ClC=1C(=C(CN2[C@@H](C[C@@](CC2)(C(=O)O)CC2=NC(=C(C(=C2)[C@@H](C)F)F)NC2=NNC(=C2)C)C)C=CC1)F (2R,4R)-1-(3-chloro-2-fluorobenzyl)-4-((5-fluoro-4-((R)-1-fluoro-ethyl)-6-((5-methyl-1H-pyrazol-3-yl)amino)pyridin-2-yl)methyl)-2-methylpiperidine-4-carboxylic acid